2-([5-(3-cyclopropoxyphenyl)-1-[2-(propan-2-yl)phenyl]-1H-pyrazol-3-yl]-methoxy)-2-methylpropanoic acid C1(CC1)OC=1C=C(C=CC1)C1=CC(=NN1C1=C(C=CC=C1)C(C)C)COC(C(=O)O)(C)C